(R)-5-(3-chloroprop-1-en-2-yl)-2-methylcyclohex-2-en-1-one ClCC(=C)[C@@H]1CC=C(C(C1)=O)C